CC1=CC2=C(NC(=N2)C2=NNC=C2NC=2C3=C(N=CN2)NC=C3)C=C1C N-(3-(5,6-dimethyl-1H-benzo[d]imidazol-2-yl)-1H-pyrazol-4-yl)-7H-pyrrolo[2,3-d]pyrimidin-4-amine